COC([C@H]([C@H](CC)C)N1C(CN(CC1)C(=O)OC(C)(C)C)=O)=O Tert-butyl 4-[(2S,3S)-1-methoxy-3-methyl-1-oxopentan-2-yl]-3-oxopiperazine-1-carboxylate